N-[4-fluoro-5-(2-morpholin-4-ylpyrimidin-5-yl)-2-[(3R)-3,4-dimethylpiperazin-1-yl]phenyl]-1-methyl-6-oxo-4-(trifluoromethyl)pyridine-3-carboxamide FC1=CC(=C(C=C1C=1C=NC(=NC1)N1CCOCC1)NC(=O)C1=CN(C(C=C1C(F)(F)F)=O)C)N1C[C@H](N(CC1)C)C